(3-(6-chloro-5-fluoropyridin-2-yl)-6-cyclopropyl-7-methoxyimidazo[1,2-b]pyridazin-2-yl)propan-2-ol ClC1=C(C=CC(=N1)C1=C(N=C2N1N=C(C(=C2)OC)C2CC2)CC(C)O)F